((2-(4-(trifluoromethoxy)phenyl)thiazol-5-yl)methyl)aniline FC(OC1=CC=C(C=C1)C=1SC(=CN1)CNC1=CC=CC=C1)(F)F